O=C(CCCNC(OC(C)(C)C)=O)NC(CC1=NC=CC=C1)C1=CC=CC=C1 tert-butyl (4-oxo-4-((2-(2-pyridyl)-1-(phenyl)ethyl)amino)butyl)carbamate